[Si](C)(C)(C(C)(C)C)OC1(CC(C1)C)C1=NNC(=C1C(CC1=NC=CN=C1)=O)C 1-{3-[(tert-butyldimethylsilyl)oxyl-3-methylcyclobutyl]-5-methyl-1H-pyrazol-4-yl}-2-(pyrazin-2-yl)ethan-1-one